2-[(3,3-dimethyl-1-oxo-1,3-dihydro-2-benzofuran-5-yl)amino]-N-ethyl-4-{[(1S)-2-hydroxy-1-phenylethyl]amino}pyrimidine-5-carboxamide r-(3-(2-vinylpyridinium-1-yl)propane-1-sulfonate) C(=C)C1=[N+](C=CC=C1)CCCS(=O)(=O)[O-].CC1(OC(C2=C1C=C(C=C2)NC2=NC=C(C(=N2)N[C@H](CO)C2=CC=CC=C2)C(=O)NCC)=O)C